BrC=1C=C(C(=NC1)OC)\C=C\C1CCC(CC1)C(F)(F)F 5-bromo-2-methoxy-3-((E)-2-((1R,4R)-4-(trifluoromethyl)cyclohexyl)vinyl)pyridine